lauric acid arginate N[C@@H](CCCNC(N)=N)C(=O)O.C(CCCCCCCCCCC)(=O)O